C(C)(C)(C)OC(=O)N[C@H](C(=O)OC)C(C)(C)OCC1CC1 methyl (S)-2-((tert-butoxycarbonyl)amino)-3-(cyclopropylmethoxy)-3-methylbutanoate